2-(6-{[(1s,3r,5r)-1,5-dimethyl-8-azabicyclo[3.2.1]oct-3-yl]oxy}pyridazin-3-yl)-5-(1H-1,2,3-triazol-1-yl)pyridin C[C@@]12CC(C[C@@](CC1)(N2)C)OC2=CC=C(N=N2)C2=NC=C(C=C2)N2N=NC=C2